ClC=1C2=C(C3=C(CN(S(N3)(=O)=O)CC=3C=CC(NC3)=O)C1)NC=C2Cl 5-[(6,7-dichloro-2,2-dioxo-4,9-dihydro-1H-pyrrolo[3,2-h][2,1,3]benzothiadiazin-3-yl)methyl]-1H-pyridin-2-one